BrC=1C=C(C(=NC1)OC)C1CCC1 5-bromo-3-cyclobutyl-2-methoxypyridine